1-Hydroxy-6-methyl-2,11-dioxo-2,5a,6,7,8,9,10,11-octahydro-5H-4a,6,10a-triaza-cyclohepta[b]naphthalene-3-carboxylic acid 3-chloro-2-fluoro-benzylamide ClC=1C(=C(CNC(=O)C2=CN3CC4N(C(C3=C(C2=O)O)=O)CCCCN4C)C=CC1)F